4-cyclopropyl-2,2-dimethyl-6-oxopiperazine-1-carboxylic acid tert-butyl ester C(C)(C)(C)OC(=O)N1C(CN(CC1=O)C1CC1)(C)C